P-(4-(((R)-4-(4-hydroxypiperidin-1-yl)-1-(phenylsulfanyl)butan-2-yl)amino)-3-((trifluoromethyl)sulfonyl)phenyl)aminophosphonic acid ethyl ester C(C)OP(O)(=O)NC1=CC(=C(C=C1)N[C@@H](CSC1=CC=CC=C1)CCN1CCC(CC1)O)S(=O)(=O)C(F)(F)F